C(C(O)C)(=O)Cl Lactyl chloride